O1C(CC=C2C(N=CC=C21)=O)=O pyrano[3,2-c]pyridine-2,5-dione